BrC=1C=CC=C2C=C(N=CC12)N 8-bromoisoquinolin-3-amine